4-{2-[(5-fluoropyridin-2-yl)amino]-2-oxoethyl}-N,N-dimethyl-5,8-dioxo-6-(propan-2-yl)-5,6,7,8-tetrahydro-4H-pyrazolo[1,5-a]pyrrolo[3,4-d]pyrimidine-2-carboxamide FC=1C=CC(=NC1)NC(CN1C=2N(C(C3=C1C(N(C3)C(C)C)=O)=O)N=C(C2)C(=O)N(C)C)=O